1-isobutyl-6-(prop-1-en-2-yl)-N-(1-(3,4,5-trimethoxyphenyl)-1H-imidazol-4-yl)-1H-pyrazolo[3,4-d]pyrimidin-4-amine C(C(C)C)N1N=CC=2C1=NC(=NC2NC=2N=CN(C2)C2=CC(=C(C(=C2)OC)OC)OC)C(=C)C